3-ethyl-3-oxetanemethanol C(C)C1(COC1)CO